ClC=1C=NC=CC1C1=CC=C(C=C1)[C@H](CO)NC(=O)[C@H]1N(C[C@@H](C1)O)C([C@H](C(C)C)NC(OC(C)(C)C)=O)=O tert-butyl ((S)-1-((2S,4R)-2-(((R)-1-(4-(3-chloropyridin-4-yl)phenyl)-2-hydroxyethyl)carbamoyl)-4-hydroxypyrrolidin-1-yl)-3-methyl-1-oxobutan-2-yl)carbamate